Molybdenum disulfide [Mo](=S)=S